C(C)(C)(C)OC(=O)NC(=N)N(C1=CC=C(C=C1)OC)C(=O)OC(C)(C)C N,N'-di-tert-butoxycarbonyl-N'-(4-methoxyphenyl)guanidine